C(C=C)OC1=C(C=CC(=C1)C)S(=O)(=O)N1[C@@H](CCC1)C(=O)OCCCC Butyl ((2-(allyloxy)-4-methylphenyl)sulfonyl)-L-prolinate